BrC=1C2=C(SC1C(F)(F)P(OCC)(OCC)=O)C(=CC(=C2)C(N)=O)OCC[C@H]2CCNS2(=O)=O |o1:27| diethyl (R or S)-((3-bromo-5-carbamoyl-7-(2-(1,1-dioxidoisothiazolidin-5-yl)ethoxy)benzo[b]thiophen-2-yl)difluoromethyl)phosphonate